C1C=2C=C(C(=CC2)O)C=2C(=CC=C1C2)O 4,4'-methylenebiphenol